C(C)(C)(C)OC(=O)NC=1SC(=C(N1)C(=O)OC)C#CCO methyl 2-(tert-butoxycarbonylamino)-5-(3-hydroxyprop-1-ynyl)thiazole-4-carboxylate